ClC=1C=C2C(=CC=NC2=CC1C1=C(C=CC=C1C)C)N1[C@H](CN(CC1)C1=C(C(=C(C(=C1SC)F)F)F)F)C (S)-6-chloro-7-(2,6-dimethylphenyl)-4-(2-methyl-4-(2,3,4,5-tetrafluoro-6-(methylsulfanyl)phenyl)piperazin-1-yl)quinoline